S1C(=CC=2C1=CN=CC2)C(=O)N2CCCCC2 1-({thieno[2,3-c]pyridin-2-yl}carbonyl)piperidin